12-((4-butoxy-4''-(pentyloxy)-[1,1':4,1''-terphenyl]-2-yl)oxy)dodecan-1-amine C(CCC)OC1(CC(=C(C=C1)C1=CC=CC=C1)OCCCCCCCCCCCCN)C1=CC=C(C=C1)OCCCCC